N1CCNC2C1C1=NC3=CC=CC=C3C1CC2 tetrahydrocarbazolopiperazine